BrC1=CC(=C(C(=C1)OCC1=CC=C(C=C1)OC)NCC(=O)OC(C)(C)C)F tert-butyl (4-bromo-2-fluoro-6-((4-methoxybenzyl)oxy)phenyl)glycinate